ClC1=CN=C2C(N(C(NC2=N1)=O)C1=C(C(=NC=C1)NC1CC1)Cl)=O 7-chloro-3-(3-chloro-2-(cyclopropylamino)pyridin-4-yl)pteridine-2,4(1h,3h)-dione